[Ba].[Ga] gallium-barium